2-chloroethyl ((((S)-1-(dimethylamino)-3-(2-(3-methoxyphenethyl) phenoxy)propan-2-yl)oxy)methyl) (R)-phosphorofluoridate [P@@](OCCCl)(OCO[C@@H](CN(C)C)COC1=C(C=CC=C1)CCC1=CC(=CC=C1)OC)(=O)F